2-[n-butyl(1,2,2,6,6-pentamethyl-4-piperidinyl)amino]-4,6-bis(diethylamino)-1,3,5-triazine C(CCC)N(C1=NC(=NC(=N1)N(CC)CC)N(CC)CC)C1CC(N(C(C1)(C)C)C)(C)C